5-Iodo-1-methyl-1H-pyrazol-3-ol IC1=CC(=NN1C)O